FCC1CC(C1)(C(=O)N1[C@@H](CCC1)C(=O)N[C@H](C#C)CC(=O)N)C1=CC=C(C=C1)OC(F)(F)F (2S)-1-[3-(Fluoromethyl)-1-[4-(trifluoromethoxy)phenyl]cyclobutanecarbonyl]-N-[(1S)-1-(2-amino-2-oxo-ethyl)prop-2-ynyl]pyrrolidine-2-carboxamide